2-but-3-enylpropane-1,3-diol C(CC=C)C(CO)CO